ClC=1C(N(C(=CC1OCC=1SC(=CN1)F)C)C1=CC(=NC=C1C)N1N=C(C=C1)C(C)(C)O)=O 3-Chloro-4-((5-fluorothiazol-2-yl)methoxy)-2'-(3-(2-hydroxypropan-2-yl)-1H-pyrazol-1-yl)-5',6-dimethyl-2H-[1,4'-bipyridin]-2-one